tert-butyl 3-(((5-((2-cyclopropyl-4-iodo-5-methylphenyl)amino)-1-methyl-1H-pyrazolo[4,3-b]pyridin-3-yl)oxy)methyl)benzoate C1(CC1)C1=C(C=C(C(=C1)I)C)NC1=CC=C2C(=N1)C(=NN2C)OCC=2C=C(C(=O)OC(C)(C)C)C=CC2